benzyl N-[3-chloro-4-(2,2-dichloro-3-oxocyclobutyl)phenyl]carbamate ClC=1C=C(C=CC1C1C(C(C1)=O)(Cl)Cl)NC(OCC1=CC=CC=C1)=O